ethyl 1-(4-(4,4,5,5-tetramethyl-1,3,2-dioxaborolan-2-yl) phenyl)-cyclopropanecarboxylate CC1(OB(OC1(C)C)C1=CC=C(C=C1)C1(CC1)C(=O)OCC)C